NCCN1CCN(CC1)C=1C=C(C=CC1)N1C=CC2=CC=CC(=C12)C N-(3-(4-(2-aminoethyl)piperazin-1-yl)phenyl)-7-methyl-1H-indole